N(=[N+]=[N-])C1=C(C=C(C=C1)Cl)C1=CC(N2[C@@H](CCC2=C1)C(=O)OCC)=O ethyl (3S)-7-(2-azido-5-chlorophenyl)-5-oxo-1,2,3,5-tetrahydro-3-indolizinecarboxylate